ClC1=C(C=CC(=C1)OC)C1=CC=NN1 5-(2-chloro-4-methoxy-phenyl)-1H-pyrazole